COC1=NC=CC=C1C1=C(C=2C=NC(=CC2N1C)NC(=O)C1CC1)C N-[2-(2-methoxypyridin-3-yl)-1,3-dimethylpyrrolo[3,2-c]pyridin-6-yl]cyclopropane-1-carboxamide